Gold (FluorOGold) F[Au].[Au]